C(C)(C)OC(=O)C1=C(C(=O)O)C=C(C=C1)OC 2-(isopropoxycarbonyl)-5-methoxybenzoic acid